N1=C(C(CC=C1)=NN)C1=NC=CC=C1 bipyridone hydrazone